O(CCOCCNC(\C=C\C1=C2CN(C(C2=CC=C1)=O)C1C(NC(CC1)=O)=O)=O)CCOCCNC(\C=C\C1=C2CN(C(C2=CC=C1)=O)C1C(NC(CC1)=O)=O)=O (2E,2'E)-N,N'-(((Oxybis(ethane-2,1-diyl))bis(oxy))bis(ethane-2,1-diyl))bis(3-(2-(2,6-dioxopiperidin-3-yl)-1-oxoisoindolin-4-yl)acrylamide)